2-methyl-N-(2-methyl-4-(N-(1-(1-methylpiperidin-4-yl)ethyl)sulfamoyl)phenyl)benzamide Gallium oxalate C(C(=O)[O-])(=O)[O-].[Ga+3].CC1=C(C(=O)NC2=C(C=C(C=C2)S(NC(C)C2CCN(CC2)C)(=O)=O)C)C=CC=C1.C(C(=O)[O-])(=O)[O-].C(C(=O)[O-])(=O)[O-].[Ga+3]